5-Methyl-6-(7-methylimidazo[4,5-c]pyridazin-4-yl)-3-(4-morpholinoanilino)pyrazine-2-carboxamide CC=1N=C(C(=NC1C=1C2=C(N=NC1)N(C=N2)C)C(=O)N)NC2=CC=C(C=C2)N2CCOCC2